rel-(3R)-5-[6-fluoro-5-[[4-methyl-6-(methylamino)pyrimidin-2-yl]amino]-2,3-dihydrobenzofuran-7-yl]-1-methyl-2,3,4,7-tetrahydroazepin-3-ol FC1=C(C2=C(CCO2)C=C1NC1=NC(=CC(=N1)C)NC)C=1C[C@H](CN(CC1)C)O |o1:22|